ClC1=C(SC=C1)C(C(C)N1N=C(C=C1)C(F)(F)F)=NN 1-(3-chloro-2-thienyl)-2-[3-(trifluoromethyl)-1H-pyrazol-1-yl]-1-propanone hydrazone